tert-Butyl ((1R,4S)-7-azabicyclo[2.2.1]heptan-2-yl)carbamate [C@H]12C(C[C@H](CC1)N2)NC(OC(C)(C)C)=O